C(C=C)(=O)NC=1C=C(C=CC1)OB(O)O 3-(acrylamido)phenylboric acid